Carbamoyl-caproic acid C(N)(=O)C(C(=O)O)CCCC